NC=1C=CC(=NC1)N1N=C(C(=C1)C1=CN=C(N1C)C(=O)NC1=CC(=C(C(=O)N2CCN(CC2)C(=O)C2CCN(CC2)C(=O)OC(C)(C)C)C=C1)Cl)C(F)(F)F Tert-Butyl 4-(4-(4-(5-(1-(5-Aminopyridin-2-yl)-3-(Trifluoromethyl)-Pyrazol-4-yl)-1-MethylImidazole-2-Carboxamido)-2-Chlorobenzoyl)Piperazine-1-Carbonyl)Piperidine-1-Carboxylate